FC1(CC(C1)C=1SC=CN1)F 2-(3,3-Difluorocyclobutyl)thiazole